5-((3-(5-((1r,3r)-3-((5-(5H-pyrido[4,3-b]indol-7-yl)pyridin-2-yl)oxy)cyclobutoxy)pyridin-2-yl)prop-2-yn-1-yl)oxy)-2-(2,6-dioxopiperidin-3-yl)isoindoline-1,3-dione C1=NC=CC=2NC=3C=C(C=CC3C21)C=2C=CC(=NC2)OC2CC(C2)OC=2C=CC(=NC2)C#CCOC=2C=C1C(N(C(C1=CC2)=O)C2C(NC(CC2)=O)=O)=O